CN1CCN(CC1)C1=CC(=CC=C1)NC(=O)C=1NC2=C(C=CC(=C2C1)F)C methyl-4-(3-(4-fluoro-7-methyl-1H-indole-2-carboxamido)phenyl)piperazine